O=C1NC(CC[C@@H]1C1=NN(C2=CC(=CC=C12)N1CCC(CC1)CC(=O)O)C)=O (R)-2-(1-(3-(2,6-dioxopiperidin-3-yl)-1-methyl-1H-indazol-6-yl)piperidin-4-yl)acetic acid